FC(C(=O)[O-])(F)F.FC(C(=O)[O-])(F)F.C1(=CC=CC=C1)[I+2] phenyl-iodine (III) bis(trifluoroacetate)